(1R,3R)-3-({8-methoxy-7-[3-(pyrrolidin-1-yl)propoxy]-1H,2H,3H-cyclopenta[c]quinolin-4-yl}amino)cyclohexan COC1=CC=2C3=C(C(=NC2C=C1OCCCN1CCCC1)NC1CCCCC1)CCC3